1,3,4-triazine N1=CN=NC=C1